Methyl-4-((2-Amino-9-((2R,3S,4S,5R)-4-fluoro-3-hydroxy-5-(hydroxymethyl)tetrahydrofuran-2-yl)-8-oxo-8,9-dihydro-7H-purin-7-yl)methyl)benzoat COC(C1=CC=C(C=C1)CN1C(N(C2=NC(=NC=C12)N)[C@@H]1O[C@@H]([C@H]([C@H]1O)F)CO)=O)=O